4-(4-((4-(Ethoxycarbonyl)-3-hydroxyphenyl)amino)-4-oxobutanoyl)piperazin C(C)OC(=O)C1=C(C=C(C=C1)NC(CCC(=O)N1CCNCC1)=O)O